8'-fluoro-3H-spiro[imidazo[1,2-a]pyridine-2,4'-isothiochroman]-6-carbonitrile FC=1C=CC=C2C3(CSCC12)N=C1N(C=C(C=C1)C#N)C3